C(CCC)C(C(=O)OCCCCCCC(=O)OCC(COC(CCC(CCCCCC)OC(NCCN1CCCC1)=O)=O)(COC(CCCCCCOC(C(CCCCCC)CCCC)=O)=O)COC(CCCCCCOC(C(CCCCCC)CCCC)=O)=O)CCCCCC [7-[2,2-bis[7-(2-butyloctanoyl oxy) heptanoyloxymethyl]-3-[4-(2-pyrrolidin-1-ylethylcarbamoyloxy) decanoyloxy] propoxy]-7-oxo-heptyl] 2-butyloctanoate